CC=1N=C(C2=C(N1)C=NC(=C2)C2CCC(CC2)C(=O)OC)OS(=O)(=O)C2=C(C=C(C=C2C(C)C)C(C)C)C(C)C methyl (1R,4R)-4-(2-methyl-4-(((2,4,6-triisopropylphenyl)sulfonyl)oxy)pyrido[3,4-d]pyrimidin-6-yl)cyclohexane-1-carboxylate